N-{(3R)-1-[5-(5'-chloro-3,5-difluoro[2,3'-bipyridin]-2'-yl)-5-methyl-4,5-dihydro-1,2-oxazol-3-yl]-4,4-difluoropyrrolidin-3-yl}methanesulfonamide ClC=1C=C(C(=NC1)C1(CC(=NO1)N1C[C@H](C(C1)(F)F)NS(=O)(=O)C)C)C1=NC=C(C=C1F)F